[Cl-].C(CCCCCCCCCCCCCCCCC)(=O)[N+](C)(C)C(CCCCCCCCCCCCCCCCC)=O di(stearoyl)dimethylammonium chloride